isoprenylether C(=CC(C)=C)OC=CC(C)=C